di(cyclopentadienyl)-bis[2,6-difluoro-3-((2,5-dimethyl-1H-pyrrol-1-yl)methyl)phenyl]titanium C1(C=CC=C1)[Ti](C1=C(C(=CC=C1F)CN1C(=CC=C1C)C)F)(C1=C(C(=CC=C1F)CN1C(=CC=C1C)C)F)C1C=CC=C1